ClC=1C=C(C=C(C1)Cl)C1(CC(=NO1)C1=CC(=C(C(=O)NCC(NCC(F)(F)F)=O)C=C1)C)C(F)(F)F 4-[5-(3,5-dichloro-phenyl)-5-trifluoromethyl-4,5-dihydro-isoxazol-3-yl]-2-methyl-N-[(2,2,2-trifluoroethylcarbamoyl)-methyl]-benzamide